N-(3-aminopropyl)acrylamide methyl-2-((1-(5-chloro-3-methyl-2-morpholino-4-oxo-3,4-dihydroquinazolin-8-yl)ethyl)amino)benzoate COC(C1=C(C=CC=C1)NC(C)C=1C=CC(=C2C(N(C(=NC12)N1CCOCC1)C)=O)Cl)=O.NCCCNC(C=C)=O